tetradecadien-1-ol acetate C(C)(=O)OC=CC=CCCCCCCCCCC